(2-fluoro-5-hydroxyphenyl){6-(4-methyl-3-[o-(trifluoromethyl)phenyl]-1-pyrazolyl)-2-aza-2-spiro[3.3]heptyl}methanone FC1=C(C=C(C=C1)O)C(=O)N1CC2(C1)CC(C2)N2N=C(C(=C2)C)C2=C(C=CC=C2)C(F)(F)F